C(C)(C)(C)N1N=C(C=C1NC1=CC(=NC=C1)OCCCC1(CC1)NC(OC(C)(C)C)=O)[C@@H]1C[C@@H](CC1)O[Si](C)(C)C(C)(C)C tert-butyl (1-(3-((4-((1-(tert-butyl)-3-((1S,3R)-3-((tert-butyldimethylsilyl)oxy)cyclopentyl)-1H-pyrazol-5-yl)amino)pyridin-2-yl)oxy)propyl)cyclopropyl)carbamate